C(CC)(=O)O.C(C)(C)(C)C=1C=C(C=C(C1O)C(C)(C)C)[Na] (3,5-di-tert-butyl-4-hydroxyphenyl)sodium propionate